ICC(CCC(CCCCC)I)=O 1,5-diiododecanone